Cl.FC1(CC(CCC1)N)F 3,3-difluorocyclohexane-1-amine HCl salt